bis[4-(benzyloxy)-3-methoxybenzyl] sulfide C(C1=CC=CC=C1)OC1=C(C=C(CSCC2=CC(=C(C=C2)OCC2=CC=CC=C2)OC)C=C1)OC